N-(4-(3-(3-(aminomethyl)cyclobutane-1-carboxamido)azetidine-1-carbonyl)-3-chlorophenyl)-5-(2,3-difluoro-4-methoxyphenyl)-1-methyl-1H-imidazole-2-carboxamide 2,2,2-trifluoroacetate FC(C(=O)O)(F)F.NCC1CC(C1)C(=O)NC1CN(C1)C(=O)C1=C(C=C(C=C1)NC(=O)C=1N(C(=CN1)C1=C(C(=C(C=C1)OC)F)F)C)Cl